FC(C(=C(C(F)F)F)F)(F)F 1,1,1,2,3,4,4-heptafluoro-2-butene